{4-[(4-Fluorobenzyl)-(methyl)-amino]-2-isopropoxyphenyl}-carbamic acid ethyl ester C(C)OC(NC1=C(C=C(C=C1)N(C)CC1=CC=C(C=C1)F)OC(C)C)=O